C(C1=CC=CC=C1)OC1=CC=C(C=N1)[C@@H]1OCC[C@@H](C1)C(=O)NC1=NC(=C(C=C1C(=O)C12CC(C1)(C2)C(F)(F)F)C(F)(F)F)C (2R,4S)-2-(6-benzyloxy-3-pyridyl)-N-[6-methyl-5-(trifluoromethyl)-3-[3-(trifluoromethyl)bicyclo[1.1.1]-pentane-1-carbonyl]-2-pyridyl]tetrahydropyran-4-carboxamide